O1C=C(C2=C1C=CC=C2)C[C@H](NC(C(N2C1COCC2CC1)=O)=O)B(O)O (R)-(2-(benzofuran-3-yl)-1-(2-oxo-2-(3-oxa-8-azabicyclo[3.2.1]octan-8-yl)acetamido)ethyl)boronic acid